C(C1=CC=CC=C1)N1C(N(C(C=C1Cl)=O)CC(C)C)=O 1-benzyl-6-chloro-3-isobutylpyrimidine-2,4(1H,3H)-dione